C(C1=CC=CC=C1)N(C1=NC=2N(C=C1O)N=CC2)CC2=CC=CC=C2 5-(dibenzylamino)pyrazolo[1,5-a]pyrimidin-6-ol